(2-(1-amino-2-hydroxyethyl)-6-cyclopropylimidazo[1,2-a]pyridin-8-yl)-3-methylimidazolidine-2,4-dione NC(CO)C=1N=C2N(C=C(C=C2N2C(N(C(C2)=O)C)=O)C2CC2)C1